5-(2-Methyl-4-phenoxyphenyl)-N-((1S,3S)-3-(2-(methylamino)acetamido)cyclopentyl)-4-oxo-4,5-dihydro-3H-1-thia-3,5,8-triazaacenaphthylene-2-carboxamide CC1=C(C=CC(=C1)OC1=CC=CC=C1)N1C(NC2=C(SC=3N=CC=C1C32)C(=O)N[C@@H]3C[C@H](CC3)NC(CNC)=O)=O